(2S,4S)-4-hydroxypyrrolidine-2-carboxylic acid methyl ester hydrochloride Cl.COC(=O)[C@H]1NC[C@H](C1)O